8-amino-5-(4'-hydroxy-biphenyl-4-ylazo)-naphthalene-2-sulfonate NC=1C=CC(=C2C=CC(=CC12)S(=O)(=O)[O-])N=NC1=CC=C(C=C1)C1=CC=C(C=C1)O